C(C)C(CS)CCCC 2-Ethyl-1-hexanethiol